(R)-N-(3-(((R)-1-(3-(1H-pyrazol-5-yl)naphthalen-1-yl)ethyl)carbamoyl)-4-methylphenyl)piperidine-2-carboxamide N1N=CC=C1C=1C=C(C2=CC=CC=C2C1)[C@@H](C)NC(=O)C=1C=C(C=CC1C)NC(=O)[C@@H]1NCCCC1